(S)-2-((S)-2,2-dimethylcyclopropanecarbonyl)-6-(thiazole-5-carbonyl)-2,6-diazaspiro[3.4]octane-8-carboxylic acid CC1([C@H](C1)C(=O)N1CC2(C1)CN(C[C@H]2C(=O)O)C(=O)C2=CN=CS2)C